C(#C)C1=CC=C(C(=O)N2C3CN(CC2C3)C3=CC=C(C=N3)C=3C=2N(C=C(C3)OCC(C)(C)O)N=CC2C#N)C=C1 4-(6-(6-(4-ethynylbenzoyl)-3,6-diazabicyclo[3.1.1]heptan-3-yl)pyridin-3-yl)-6-(2-hydroxy-2-methylpropyloxy)pyrazolo[1,5-a]pyridine-3-carbonitrile